(3-fluoro-4-((1-isopropyl-2-keto-2,3-dihydro-1H-imidazo[4,5-b]pyridin-7-yl)oxy)phenyl)-1-(pyridin-2-yl)-5-(trifluoromethyl)-1H-pyrazole-4-carboxamide FC=1C=C(C=CC1OC1=C2C(=NC=C1)NC(N2C(C)C)=O)C2=NN(C(=C2C(=O)N)C(F)(F)F)C2=NC=CC=C2